(4-(tert-butyl)piperazin-1-yl)-6-fluoro-3-hydroxy-6'-methoxy-[2,3'-bipyridine] C(C)(C)(C)N1CCN(CC1)C1=C(C(=NC(=C1)F)C=1C=NC(=CC1)OC)O